(R)-1-cyclopropyl-4-fluoro-N'-((1,2,3,5,6,7-hexahydrodicyclopenta[b,e]pyridin-8-yl)carbamoyl)-1H-pyrazole-3-sulfonimidamide C1(CC1)N1N=C(C(=C1)F)[S@@](=O)(N)=NC(NC1=C2C(=NC3=C1CCC3)CCC2)=O